C(C)O/C=C/C(=O)O (E)-3-ethoxyprop-2-enoic acid